(Z)-5-((1H-pyrrolo[3,2-b]pyridin-3-yl)methylene)-3-isopropyl-2-thioxooxazolidin-4-one N1C=C(C2=NC=CC=C21)\C=C/2\C(N(C(O2)=S)C(C)C)=O